4-((4-(2-Aminobenzo[d]thiazol-6-yl)-1H-1,2,3-triazol-1-yl)methyl)-N'-(2,2-difluoroacetyl)-3-fluorobenzohydrazide NC=1SC2=C(N1)C=CC(=C2)C=2N=NN(C2)CC2=C(C=C(C(=O)NNC(C(F)F)=O)C=C2)F